5-(3-(4-((4-((8-cyclopentyl-7-oxo-7,8-dihydropyrido[2,3-d]pyrimidin-2-yl)amino)piperidin-1-yl)sulfonyl)phenoxy)azetidin-1-yl)-2-(2,6-dioxopiperidin-3-yl)isoindoline-1,3-dione C1(CCCC1)N1C(C=CC2=C1N=C(N=C2)NC2CCN(CC2)S(=O)(=O)C2=CC=C(OC1CN(C1)C=1C=C3C(N(C(C3=CC1)=O)C1C(NC(CC1)=O)=O)=O)C=C2)=O